ClC=1N=C(C2=C(N1)N=CC(=C2)F)OCC2=CC=C(C=C2)C=2N(C=C(N2)C(F)(F)F)C 2-chloro-6-fluoro-4-[[4-[1-methyl-4-(trifluoromethyl)imidazol-2-yl]phenyl]methoxy]pyrido[2,3-d]pyrimidine